ClC1=CC(=C(C=C1F)O)C(C)C 4-Chloro-5-fluoro-2-isopropyl-phenol